1-([(1E)-3-pentylindan-1-ylidene]methyl)naphthalene C(CCCC)C1C/C(/C2=CC=CC=C12)=C\C1=CC=CC2=CC=CC=C12